NC=1C2=C(N=CN1)N(C=C2)[C@@H]2C=C([C@H]([C@H]2O)O)CCC=2C=C(C(=C1CCNCC21)F)C(F)F (1S,2R,5R)-5-(4-amino-7H-pyrrolo[2,3-d]pyrimidin-7-yl)-3-(2-(6-(difluoromethyl)-5-fluoro-1,2,3,4-tetrahydroisoquinolin-8-yl)ethyl)cyclopent-3-ene-1,2-diol